[N+](=O)(O)[O-].C(CCC)N1N(C(C=C1C)C)C 1-butyl-2,3,5-trimethylpyrazole nitrate